C12(CC3CC(CC(C1)C3)C2)N2C=C3C(=NN=C(C3=CC2=O)C)N2N=CN=C2 6-(adamant-1-yl)-1-methyl-4-(1H-1,2,4-triazol-1-yl)pyrido[3,4-d]pyridazin-7(6H)-one